5-(4-(cyclopropylamino)piperidin-1-yl)-N-(6,8-dimethylimidazo[1,2-a]pyrazin-2-yl)-2-(methylsulfonamido)quinazoline-8-carboxamide 2,2,2-trifluoroacetate FC(C(=O)O)(F)F.C1(CC1)NC1CCN(CC1)C1=C2C=NC(=NC2=C(C=C1)C(=O)NC=1N=C2N(C=C(N=C2C)C)C1)NS(=O)(=O)C